butyl-2-phenyl-5,8-dihydropyrido[3,4-d]pyrimidine C(CCC)C=1C2=C(N=C(N1)C1=CC=CC=C1)CN=CC2